1-((2-(2,6-Dioxopiperidin-3-yl)-4-fluoro-1-oxoisoindolin-5-yl)methyl)-3-(4-((4-(hydroxymethyl)benzyl)oxy)phenyl)urea O=C1NC(CCC1N1C(C2=CC=C(C(=C2C1)F)CNC(=O)NC1=CC=C(C=C1)OCC1=CC=C(C=C1)CO)=O)=O